4-CYCLOPROPYL-PYRROL-3-YLBORONIC ACID C1(CC1)C=1C(=CNC1)B(O)O